2-(1-(2-chloro-4-nitrophenyl)-4-hydroxypiperidin-4-yl)acetic acid tert-butyl ester C(C)(C)(C)OC(CC1(CCN(CC1)C1=C(C=C(C=C1)[N+](=O)[O-])Cl)O)=O